FC1=CC=C2CCN(CC2=C1)C1=CC(=C(C(=C1)SC([2H])([2H])[2H])NC(CC(C)(C)C)=O)C N-(4-(7-fluoro-3,4-dihydroisoquinolin-2(1H)-yl)-2-methyl-6-((methyl-d3)thio)phenyl)-3,3-dimethylbutanamide